BrC=1C=C2C(=C(C(=NC2=C(C1)F)C)C(C)O)C 1-(6-bromo-8-fluoro-2,4-dimethylquinolin-3-yl)ethan-1-ol